(S)-5-methyl-3-vinyl-1,3-oxazolidin-2-one C[C@H]1CN(C(O1)=O)C=C